NC=1N=CC(=NC1C=1OC(=NN1)C(C)(C)C)C1=NC(=NN1CC)C1CCN(CC1)C(CCO)=O 1-(4-{5-[5-amino-6-(5-tert-butyl-1,3,4-oxadiazol-2-yl)pyrazin-2-yl]-1-ethyl-1H-1,2,4-triazol-3-yl}piperidin-1-yl)-3-hydroxypropan-1-one